4'-(4-benzothienyl)-4-biphenylboronic acid S1C=CC2=C1C=CC=C2C2=CC=C(C=C2)C2=CC=C(C=C2)B(O)O